2-(1-(imidazo[4,5-d]pyrrolo[2,3-b]pyridin-1(6H)-yl)-4-methylpiperidin-4-yl)acetonitrile N1(C=NC=2C1=C1C(=NC2)NC=C1)N1CCC(CC1)(C)CC#N